1,2,3,5-tetrakis(2-mercaptoethyl)benzene ammonium [NH4+].SCCC1=C(C(=CC(=C1)CCS)CCS)CCS